CN(C(=O)C1CC=2C=NC=CC2N1C1=NC(=CC(=C1)C(F)(F)F)C)C=1C=C(C=CC1)C N-methyl-1-(6-methyl-4-(trifluoromethyl)pyridin-2-yl)-N-(m-tolyl)-2,3-dihydro-1H-pyrrolo[3,2-c]pyridine-2-carboxamide